tert-butyl 7-oxo-2,8-diazaspiro[4.5]decane-2-carboxylate O=C1CC2(CCN(C2)C(=O)OC(C)(C)C)CCN1